N-[4-[Chloro(difluoro)methoxy]phenyl]-1-(2-methoxypyrimidin-5-yl)-6-oxo-pyridine-3-carboxamide ClC(OC1=CC=C(C=C1)NC(=O)C1=CN(C(C=C1)=O)C=1C=NC(=NC1)OC)(F)F